[N+](=[N-])=C(C(=O)OCC)C(=O)[C@@H]1[C@@H](C1)F |r| rac-ethyl 2-diazo-3-((1R,2R)-2-fluoro-cyclopropyl)-3-oxo-propanoate